N-(3-chlorobenzyl)-6-(3,5-dimethylisoxazol-4-yl)-2-methylquinazolin-4-amine ClC=1C=C(CNC2=NC(=NC3=CC=C(C=C23)C=2C(=NOC2C)C)C)C=CC1